((2-((4-chloro-2-fluorophenoxy)methyl)pyrimidin-4-yl)amino)piperidine-1-carboxylic acid tert-butyl ester C(C)(C)(C)OC(=O)N1C(CCCC1)NC1=NC(=NC=C1)COC1=C(C=C(C=C1)Cl)F